3-trifluoromethyl-N-(4-methyl-3-(4-(pyridin-3-yl)-1H-pyrazol-1-yl)phenyl)benzamide FC(C=1C=C(C(=O)NC2=CC(=C(C=C2)C)N2N=CC(=C2)C=2C=NC=CC2)C=CC1)(F)F